N-(3-hydroxy-4-methoxybenzyl)-2-morpholinyl-5-(pyridine-4-carboxamido)benzamide ethyl-6-methyl-1H-pyrrolo[2,3-b]pyridine-2-carboxylate C(C)OC(=O)C1=CC=2C(=NC(=CC2)C)N1.OC=1C=C(CNC(C2=C(C=CC(=C2)NC(=O)C2=CC=NC=C2)N2CCOCC2)=O)C=CC1OC